C(C=C)(=O)O.C[SiH3] (methyl)silane acrylate